N1C=CC=2C1=CC=NC2 1H-pyrrolo[2,3-D]pyridine